2-Chloro-4-(8-(4-(4-(piperidin-4-yl)piperazine-1-carbonyl)phenyl)-2,8-diazaspiro[4.5]decan-2-yl)benzonitrile ClC1=C(C#N)C=CC(=C1)N1CC2(CC1)CCN(CC2)C2=CC=C(C=C2)C(=O)N2CCN(CC2)C2CCNCC2